(2S,4r)-1-[(2S)-2-(4-cyclopropyltriazol-1-yl)-3,3-dimethyl-butyryl]-N-[2-[4-(dimethylamino)-1-piperidinyl]-2-methyl-propyl]-4-hydroxy-pyrrolidine-2-carboxamide C1(CC1)C=1N=NN(C1)[C@H](C(=O)N1[C@@H](C[C@H](C1)O)C(=O)NCC(C)(C)N1CCC(CC1)N(C)C)C(C)(C)C